C12COCC(CN(C1)CCN1C3=CC=C(C=C3OC=3C=C(C=CC13)C=1C=C3C=NNC3=CC1)C=1C=C3C=NNC3=CC1)C2 10-(2-(3-oxa-7-azabicyclo[3.3.1]nonan-7-yl)ethyl)-3,7-di(1H-indazol-5-yl)-10H-phenoxazine